BrC1=CC2=C(OC(O2)([2H])[2H])C=C1 5-bromobenzo[d][1,3]dioxolane-2,2-d2